FC1=CC(=C(C=C1)C=1C=NC=2N(C1)C=C(N2)COC2=NC=CC=C2)C 6-(4-fluoro-2-methylphenyl)-2-(pyridin-2-yloxymethyl)imidazo[1,2-a]pyrimidine